2-(6-(cyclopropanecarboxamido)-1-(methylamino)-2,7-naphthyridin-4-yl)-N-cyclopropylbenzo[d]oxazole-5-carboxamide C1(CC1)C(=O)NC=1C=C2C(=CN=C(C2=CN1)NC)C=1OC2=C(N1)C=C(C=C2)C(=O)NC2CC2